C[C@H]1N(CCOC1)C=1C=C2C3=C(C(=NN3CCN(C2C)S(=O)(=O)C)C2=NNC=C2)N1 (3R)-3-methyl-4-(6-methyl-7-(methylsulfonyl)-2-(1H-pyrazol-3-yl)-6,7,8,9-tetrahydro-1,3,7,9a-tetraazabenzo[cd]azulene-4-yl)morpholine